FC(C1=NC(=NC(=N1)C(F)(F)F)N1[C@H](C=2NC3=CC=C(C=C3C2CC1)N1N=CC=N1)C=C(C)C)(F)F (1S)-2-[4,6-bis(trifluoromethyl)-1,3,5-triazin-2-yl]-1-(2-methylprop-1-en-1-yl)-6-(2H-1,2,3-triazol-2-yl)-2,3,4,9-tetrahydro-1H-pyrido[3,4-b]indole